4-(2,5-Dichlorophenyl)-5-methyl-2-(2-thienylmethyl)imidazole ClC1=C(C=C(C=C1)Cl)C=1N=C(NC1C)CC=1SC=CC1